2-[1-[3,6-dimethyl-4-oxo-2-(4-pyridyl)quinazolin-8-yl]ethylamino]benzoic acid CN1C(=NC2=C(C=C(C=C2C1=O)C)C(C)NC1=C(C(=O)O)C=CC=C1)C1=CC=NC=C1